S1C(=NC2=C1C=CC=C2)NC2=C(C=C(N=N2)N(C=2SC=C(N2)C(=O)OCC)CCCOC)C ethyl 2-({6-[(1,3-benzothiazol-2-yl)amino]-5-methylpyridazin-3-yl}(3-methoxypropyl)amino)-1,3-thiazole-4-carboxylate